tetradecyl-aminobutyryl-valinamidobutyric acid C(CCCCCCCCCCCCC)N([C@@H](C(C)C)C(=O)NC(C(=O)O)CC)C(CCCN)=O